7-(2,8-dimethylimidazo[1,2-b]pyridazin-6-yl)-5-fluorocinnoline trihydrochloride Cl.Cl.Cl.CC=1N=C2N(N=C(C=C2C)C2=CC(=C3C=CN=NC3=C2)F)C1